Ethyl (5R)-2-(1,3-dimethylpyrazol-4-yl)-5-methyl-6,7-dihydro-5H-pyrazolo[5,1-b][1,3]oxazine-3-carboxylate CN1N=C(C(=C1)C1=NN2C(O[C@@H](CC2)C)=C1C(=O)OCC)C